NC12CC(C1)(C2)NC(CN2N=C(N1C(C2=O)=CC2=C1C=C(S2)Cl)C(C)C)=O N-(3-aminobicyclo[1.1.1]pent-1-yl)-2-(2-chloro-5-isopropyl-8-oxothieno[2',3':4,5]pyrrolo[1,2-d][1,2,4]triazin-7(8H)-yl)acetamide